3-Methyl-5-oxo-N,1-diphenyl-4,5-dihydro-1H-pyrazole-4-carboxamide CC1=NN(C(C1C(=O)NC1=CC=CC=C1)=O)C1=CC=CC=C1